CN(CCCC=O)C N,N-dimethyl-4-oxobutan-1-amin